CN1C2CN(C(C1)C2)CCC(C=C)=C 1-(5-methyl-2,5-diazabicyclo[2.2.1]heptan-2-yl)-3-methylenepent-4-ene